(2S,3R)-2-acetamido-3-hydroxy-3-(4-(methylsulfonyl)phenyl)propionic acid methyl ester COC([C@H]([C@@H](C1=CC=C(C=C1)S(=O)(=O)C)O)NC(C)=O)=O